2'-((6-((2-hydroxyethyl)amino)-1,3,5-triazine-2,4-diyl)bis(sulfanediyl))diethyl alcohol OCCNC1=NC(=NC(=N1)SCCO)SCCO